OC1=CC=C(C=C1)N1C(C2C3C=CC(C2CC1)C3)=O 4-(4-hydroxyphenyl)-4-aza-tricyclo[6.2.1.02,7]-9-undecene-3-one